tert-butyl (2-formylimidazo[1,2-a]pyridin-6-yl)carbamate C(=O)C=1N=C2N(C=C(C=C2)NC(OC(C)(C)C)=O)C1